tert-butyl 6-[8-(1,3-benzothiazol-2-ylcarbamoyl)-3,4-dihydro-1H-isoquinolin-2-yl]-3-[3-[(3S)-3-[1-(2-ethoxy-2-oxo-ethyl)-4-piperidyl]butoxy]-2-methyl-phenyl]pyridine-2-carboxylate S1C(=NC2=C1C=CC=C2)NC(=O)C=2C=CC=C1CCN(CC21)C2=CC=C(C(=N2)C(=O)OC(C)(C)C)C2=C(C(=CC=C2)OCC[C@H](C)C2CCN(CC2)CC(=O)OCC)C